4-[6-[(1R,5S)-9-[(4,4-difluorocyclohexyl)methyl]-3-oxa-7,9-diazabicyclo[3.3.1]nonan-7-yl]-3-pyridyl]-6-[1-(4-oxocyclohexyl)pyrazol-4-yl]pyrazolo[1,5-a]pyrazine-3-carbonitrile FC1(CCC(CC1)CN1[C@H]2COC[C@@H]1CN(C2)C2=CC=C(C=N2)C=2C=1N(C=C(N2)C=2C=NN(C2)C2CCC(CC2)=O)N=CC1C#N)F